FC1=C(C(=CC=C1)C)N1CC(CC1)(C)NCC=1C(=NN(C1)C)N 4-{[1-(2-Fluoro-6-methylphenyl)-3-methyl-pyrrolidin-3-ylamino]-methyl}-1-methyl-1H-pyrazol-3-ylamine